2-phenyl-3,5-di((R)-1-phenylallyl)pyridine C1(=CC=CC=C1)C1=NC=C(C=C1[C@H](C=C)C1=CC=CC=C1)[C@H](C=C)C1=CC=CC=C1